1-(3,4-difluorophenyl)-3-nitro-propyl acetate C(C)(=O)OC(CC[N+](=O)[O-])C1=CC(=C(C=C1)F)F